C(C#CC)N1CCC(CC1)C1=C2N(N=C1)C(=C(N2)C2=CC=C(C=C2)OC2=CC=C(C=C2)OC)C(=O)N 7-(1-(but-2-ynyl)piperidin-4-yl)-2-(4-(4-methoxyphenoxy)phenyl)-1H-imidazo[1,2-b]Pyrazole-3-carboxamide